ClC1=CC=C(C(=N1)C#N)N[C@H](C)C=1C=C(C=C2C(C(=C(OC12)C1=NC=CC=N1)C)=O)C 6-Chloro-3-[[(1R)-1-(3,6-dimethyl-4-oxo-2-pyrimidin-2-yl-chromen-8-yl)ethyl]amino]pyridine-2-carbonitrile